[C@@H]12N(C[C@@H](C=C1)C2)C(=O)OC(C)(C)C Tert-butyl (1S,4R)-2-azabicyclo[2.2.1]heptan-5-en-2-carboxylate